[N+](=O)([O-])C1=C2C=CC=3N(C2=CC=C1)C=CC3 L-6-nitropyrrolo[1,2-a]quinoline